ClC1=C(C=CC=C1F)CC(=O)NCC1=CC(=NC=C1)OCC(F)(F)F 2-(2-Chloro-3-fluorophenyl)-N-((2-(2,2,2-trifluoroethoxy)pyridin-4-yl)methyl)acetamide